Perfluoro-3,6-dioxaoctan-1,8-diol FC(C(OC(C(OC(C(O)(F)F)(F)F)(F)F)(F)F)(F)F)(O)F